p-dichlorobenzyl-biquinoline ClC1(CC=2C(=NC3=CC=CC=C3C2)C2=NC3=CC=CC=C3C=C2)CC=C(C=C1)Cl